C12NC(C(CC1)C2)C2=CC=C(C#N)C=C2 4-(2-azabicyclo[2.2.1]hept-3-yl)benzonitrile